CS(=O)(=O)[O-].C(C)N1C=[N+](C=C1)C 1-ethyl-3-methylimidazolium methane-sulfonate